methyl-benzotriazol sodium salt [Na].CC1=CC=CC=2NN=NC21